N(=[N+]=[N-])[C@@H]1CC[C@H](OC1O)C(C1=CC=CC=C1)N(C([O-])=O)C (2S,5R)-5-Azido-6-Hydroxytetrahydropyran-2-Yl[Methyl]-N-Benzyl-Carbamate